C1C(CC2CCCCC12)CC(CC1CC2CCCCC2C1)=O 1,3-bis(octahydro-1H-inden-2-yl)propan-2-one